N-[(1s,2s,4r)-7-methyl-7-azabicyclo[2.2.1]heptan-2-yl]piperidine-4-carboxamide CN1[C@@H]2[C@H](C[C@H]1CC2)NC(=O)C2CCNCC2